C(C1=CC=CC=C1)OCC1(CC1)S(=O)(=O)C(C(C(F)(F)F)(O)O)(F)F 1-((1-((Benzyloxy)methyl)cyclopropyl)sulfonyl)-1,1,3,3,3-pentafluoropropane-2,2-diol